3-(2-((2-(2,6-dioxo-piperidine-3-yl)-1,3-dioxoisoindol-4-yl)amino)ethoxy)propionic acid O=C1NC(CCC1N1C(C2=CC=CC(=C2C1=O)NCCOCCC(=O)O)=O)=O